FC=1C(=NN(C1)C1OCCCC1)CO (4-fluoro-1-(tetrahydro-2H-pyran-2-yl)-1H-pyrazol-3-yl)methanol